OC1=CC=C(C=C1)C=CC 1-(4-hydroxyphenyl)propylene